C(C)(C)C=1C(C=C(NC1C)C)=O 5-Isopropyl-2,6-dimethyl-4-oxo-1,4-dihydropyridine